C(C)(C)(C)OC(=O)N(C(OC(C)(C)C)=O)C1=NC=CC(=C1F)CC1=C2CCCN(C2=CC=C1)C1=C(C=C(C=C1)Cl)F tert-butyl N-tert-butoxycarbonyl-N-[4-[[1-(4-chloro-2-fluoro-phenyl)-3,4-dihydro-2H-quinolin-5-yl] methyl]-3-fluoro-2-pyridyl]carbamate